p-nitro-N,N-dimethylbenzylammonium [N+](=O)([O-])C1=CC=C(C[NH+](C)C)C=C1